Tert-butyl(1-((S)-3-cyclohexyl-1-(((S)-1-hydroxy-3-((S)-2-oxopyrrolidin-3-yl)propan-2-yl)amino)-1-oxopropan-2-yl)-2-oxo-1,2-dihydropyridin-3-yl)carbamat C(C)(C)(C)OC(NC=1C(N(C=CC1)[C@H](C(=O)N[C@H](CO)C[C@H]1C(NCC1)=O)CC1CCCCC1)=O)=O